2-amino-N-((5-cyclopropyl-2-pyridinyl)methyl)-3-methyl-N-((1R)-1-(2-pyrimidinyl)ethyl)-6-quinolinecarboxamide NC1=NC2=CC=C(C=C2C=C1C)C(=O)N([C@H](C)C1=NC=CC=N1)CC1=NC=C(C=C1)C1CC1